C(CC)C1CCC2=CC(=CC=C12)C=O 1-n-propyl-2,3-dihydro-1H-indene-5-carbaldehyde